7-(2-([1,1'-biphenyl]-4-yl)-3,3-difluoroallyl)bicyclo[2.2.1]heptane C1(=CC=C(C=C1)C(CC1C2CCC1CC2)=C(F)F)C2=CC=CC=C2